CC1(CCC(O1)OCCOC1OC(CC1)(C)CCCC(C)C)CCCC(C)C 1,2-bis((5-methyl-5-(4-methylpentyl)tetrahydrofurane-2-yl)oxy)ethane